methyl (E)-3-(4-(phenylethynyl)phenyl)acrylate C1(=CC=CC=C1)C#CC1=CC=C(C=C1)/C=C/C(=O)OC